methyl 3-(4-(3,4-dimethoxyphenyl) furan-2-yl)-3-oxopropanoate COC=1C=C(C=CC1OC)C=1C=C(OC1)C(CC(=O)OC)=O